NC(C)C=1C=C(C=CC1)C1=CC(=CC(=C1)N1CCOC2(CC2)C1)COC1=CC=CC=C1 2-((3'-(1-aminoethyl)-5-(4-oxa-7-azaspiro[2.5]octane-7-yl)-[1,1'-biphenyl]-3-yl)methoxy)benzene